C(C1=CC=CC=C1)NC(C(O)([2H])[2H])([2H])[2H] 2-(benzylamino)ethane-1,1,2,2-d4-1-ol